C1(CCCCC1)[C@@H](C(NC1=CC=C2C(=C1)NC(C21CCOCC1)=O)=O)NC(=O)C=1C(=NOC1)C N-{(1S)-1-cyclohexyl-2-oxo-2-[(2-oxospiro[indoline-3,4'-tetrahydropyran]-6-yl)amino]ethyl}-3-methylisoxazole-4-carboxamide